6-(benzyloxy)-3-bromo-2-(4-bromophenyl)-1-benzothien-1-one C(C1=CC=CC=C1)OC1=CC2=C(C(=C(S2=O)C2=CC=C(C=C2)Br)Br)C=C1